ClC=1N=C(C2=C(N1)N(C=C2)S(=O)(=O)CC2=CC=CC=C2)N2[C@@H](CCC2)CO (S)-(1-(2-chloro-7-toluenesulfonyl-7H-pyrrolo[2,3-d]pyrimidin-4-yl)pyrrolidin-2-yl)methanol